N-(2-nitrobenzoyl)amide [N+](=O)([O-])C1=C(C(=O)[NH-])C=CC=C1